OC1=CC=C(C=C1)[C@@H]([C@H](CN1CCC(CC1)CC1=CC=CC=C1)C)O |r| (±)-(R*,S*)-α-(4-hydroxyphenyl)-β-methyl-4-(phenylmethyl)-1-piperidinepropanol